N6-[2-amino-2-(3-pyridyl)ethyl]-N4-(3,3-difluorocyclobutyl)-1-methyl-pyrazolo[3,4-d]pyrimidine-4,6-diamine NC(CNC1=NC(=C2C(=N1)N(N=C2)C)NC2CC(C2)(F)F)C=2C=NC=CC2